C([O-])(O)=O.[Cs+] caesium bicarbonate